3-(4-chloro-3-fluorophenyl)-2,2-difluoro-3-hydroxypropanamide ClC1=C(C=C(C=C1)C(C(C(=O)N)(F)F)O)F